OCC[C@@H]1CN(CC1)C(=O)OC(C)(C)C tert-butyl (3R)-3-(2-hydroxyethyl)pyrrolidine-1-carboxylate